(R)-1-phenyl-ethylamine C1(=CC=CC=C1)[C@@H](C)N